4-Chloro-2,2-dideuterio-7-(4-isopropylphenyl)-3H-benzofuran-5-amine ClC1=C(C=C(C2=C1CC(O2)([2H])[2H])C2=CC=C(C=C2)C(C)C)N